C(#N)C=1C(=CC(=NC1)NC(N(C)C1=NC(=C(C=C1)CN1C(CN(CC1)C)=O)C=O)=O)NC1CC(C1)(F)F 3-(5-cyano-4-((3,3-difluorocyclobutyl)amino)pyridin-2-yl)-1-(6-formyl-5-((4-methyl-2-oxopiperazin-1-yl)methyl)pyridin-2-yl)-1-methylurea